C(C=C)(=O)NC=1C=C(C=CC1)C1=NC(=CC(=C1)CN1CCN(CC1)C(=O)NC(C)C)NC=1SC(=CN1)C 4-((2-(3-acrylamidophenyl)-6-(5-methylthiazol-2-ylamino)pyridin-4-yl)methyl)-N-isopropylpiperazine-1-carboxamide